C(C)(C)(C)[C@H]1OC([C@@]2(N1C[C@@H](C2)F)C=C(C)CCl)=O (3R,6R,7aS)-3-(tert-butyl)-7a-(2-(chloromethyl)propenyl)-6-fluorotetrahydro-1H,3H-pyrrolo[1,2-c]oxazol-1-one